2-methoxy-1,6-naphthyridine-3-carboxylic acid COC1=NC2=CC=NC=C2C=C1C(=O)O